C(C)(=O)OC1=CC2=C(NC(=N2)C2=C(C(=CC=C2)Cl)C=2C(=CC(=CC2)C(N[C@H](CCC)C2=CC=CC=C2)=O)C(=O)O)C=C1 (S)-2'-[5-(acetyloxy)-1H-1,3-benzodiazol-2-yl]-6'-chloro-4-{[(1R)-1-phenylbutyl]carbamoyl}-[1,1'-biphenyl]-2-carboxylic acid